NC=1SC(=C(N1)C1=CC(=C(C=C1)N(C(=O)C1CC1)C)F)C N-[4-(2-amino-5-methyl-1,3-thiazol-4-yl)-2-fluorophenyl]-N-methylcyclopropanecarboxamide